n-Tetradecan CCCCCCCCCCCCCC